1,8-dibromo-9-fluorenone BrC1=CC=CC=2C3=CC=CC(=C3C(C12)=O)Br